CC=1N=C(SC1C)C=1C=CC=2N(C1)C=C(N2)C(=O)N 6-(4,5-dimethylthiazol-2-yl)imidazo[1,2-a]pyridine-2-carboxamide